FC(C1OCOC1)(F)F 4-(trifluoromethyl)-1,3-dioxolan